C[Si](C)(C)C#CC=1C=CC(=NC1)CNC(C)C N-((5-((trimethylsilyl)ethynyl)pyridin-2-yl)methyl)propan-2-amine